NC=1C=C(C=C(C1)N)COC1C(C2CC[C@H]3[C@@H]4CC[C@H]([C@@H](CCCC(C)C)C)[C@]4(CC[C@@H]3[C@]2(CC1)C)C)(C)C 3-(3,5-diaminophenylmethoxy)-4,4-dimethylcholestane